CC1=C(C(=C(C(=C1CC1=CC(=C(C(=C1)C(C)(C)C)C(=O)O)C(C)(C)C)C)CC1=CC(=C(C(=C1)C(C)(C)C)C(=O)O)C(C)(C)C)C)CC1=CC(=C(C(=C1)C(C)(C)C)C(=O)O)C(C)(C)C 1,3,5-trimethyl-2,4,6-tri(3,5-di-tert-butyl-4-carboxyl-benzyl)benzene